5-amino-1-((1s,3s)-3-(azetidin-1-ylmethyl)cyclobutyl)-3-(2-phenylquinolin-7-yl)-1H-pyrazole-4-carbonitrile NC1=C(C(=NN1C1CC(C1)CN1CCC1)C1=CC=C2C=CC(=NC2=C1)C1=CC=CC=C1)C#N